OCC1(COC1)N1N=NC(=C1)C(=O)NCC=1SC(=NN1)C1=CC=CC=C1 1-(3-(hydroxymethyl)oxetan-3-yl)-N-((5-phenyl-1,3,4-thiadiazol-2-yl)methyl)-1H-1,2,3-triazole-4-carboxamide